[N+](=O)([O-])C1=CC=C(C=C1)N1C2=CC=CC=C2SC=2C=CC=CC12 10-(4-Nitrophenyl)-10H-phenothiazine